(Z)-3-fluoro-2-(((2-(3-methylpyrrolidin-1-yl)benzo[d]oxazol-6-yl)oxy)methyl)-prop-2-en-1-amine 4-methylbenzenesulfonate CC1=CC=C(C=C1)S(=O)(=O)O.F\C=C(\CN)/COC1=CC2=C(N=C(O2)N2CC(CC2)C)C=C1